(7S)-7-Methyl-3-({[(3-methyloxetan-3-yl)methyl]carbamoyl}methyl)-2-[2-(2-oxo-1,2-dihydropyridin-1-yl)ethyl]-3H,6H,7H,8H,9H-imidazo[4,5-f]chinolin C[C@@H]1NC2=CC=C3C(=C2CC1)N=C(N3CC(NCC3(COC3)C)=O)CCN3C(C=CC=C3)=O